C[C@@H]1OC[C@]1(C)NS(=O)(=O)C=1C=C2C(N(C(N(C2=CC1)CC)=O)CC)=O N-((2S,3S)-2,3-dimethyloxetan-3-yl)-1,3-diethyl-2,4-dioxo-1,2,3,4-tetrahydroquinazoline-6-sulfonamide